racemic-(5S,6R)-6-ethyl-1,3-diazaspiro[4.4]nonane-2,4-dione C(C)[C@H]1[C@]2(C(NC(N2)=O)=O)CCC1 |r|